(S)-4-(4-(4-(((S)-2,6-dioxopiperidin-3-yl)amino)-2-fluorophenyl)piperazin-1-yl)-3,3-difluoropiperidine-1-carboxylic acid tert-butyl ester C(C)(C)(C)OC(=O)N1CC([C@H](CC1)N1CCN(CC1)C1=C(C=C(C=C1)N[C@@H]1C(NC(CC1)=O)=O)F)(F)F